C(C)(C)(C)OC(NC1=C(SC=C1CC)CC)=O (2,4-diethylthiophen-3-yl)carbamic acid tert-butyl ester